[3-(dimethylamino) propyl]-11-methyl-6-oxo-4-{3-[(1-oxopentadecyl) oxy] propyl}-7,11-diaza-5-oxadodec-1-yl pentadecanoate C(CCCCCCCCCCCCCC)(=O)OCCCC(OC(NCCCN(CCCCN(C)C)C)=O)CCCOC(CCCCCCCCCCCCCC)=O